ClC1=C(C=2C=C3CC(CCN3C2N=C1)N1C(C(CC1)OCCC)=O)C (2S)-1-((1-(3-chloro-4-methyl-6,7,8,9-tetrahydropyrido[3,2-b]indolizin-7-yl)-2-oxopyrrolidin-3-yl)oxy)propan